N1N=CC2=C(C=CC=C12)CN1N=CC2=C(N(C=3C=C(C=CC23)OC)C)C1=O 3-((1H-indazol-4-yl)methyl)-7-methoxy-5-methyl-3,5-dihydro-4H-pyridazino[4,5-b]indol-4-one